ethyl 2-(2-((7-(2-((1,1-dimethylethylsulfinamido)methyl)-3-fluoropyridin-4-yl)-3-(trifluoromethyl)benzofuran-5-yl)methoxy)-5-fluorophenyl)acetate CC(C)(S(=O)NCC1=NC=CC(=C1F)C1=CC(=CC=2C(=COC21)C(F)(F)F)COC2=C(C=C(C=C2)F)CC(=O)OCC)C